N-(4-(1-(4-chloro-2-fluorophenyl)-1,2,3,6-tetrahydropyridin-4-yl)-1,3-dimethyl-1H-pyrazol-5-yl)acetamide ClC1=CC(=C(C=C1)N1CCC(=CC1)C=1C(=NN(C1NC(C)=O)C)C)F